8-methyl-1H,2H,3H-pyrido[2,3-b][1,4]oxazine-1-carboxylate CC1=CC=NC=2OCCN(C21)C(=O)[O-]